ClC1=C(OC2=CC=C(C=N2)C2CN(C2)C(=O)N2C[C@H](CC2)N2N=NN=C2)C=CC=C1 [3-[6-(2-Chlorophenoxy)-3-pyridyl]azetidin-1-yl]-[(3S)-3-(tetrazol-1-yl)pyrrolidin-1-yl]methanone